C(#CCC)C1=NC(=C2N=CN(C2=N1)[C@@H]1SC[C@H]2OC(O[C@H]21)(C)C)Cl 2-(but-1-yn-1-yl)-6-chloro-9-((3aR,4R,6aS)-2,2-dimethyltetrahydrothieno[3,4-d][1,3]dioxol-4-yl)-9H-purine